Boccarbamic acid tert-butyl ester C(C)(C)(C)OC(NC(=O)OC(C)(C)C)=O